dichloromethane boron tribromide B(Br)(Br)Br.ClCCl